C(C1CO1)OC1=C(C(=O)[O-])C=C(C=C1C)C (2,3-epoxypropoxy)-3,5-dimethylbenzoate